[N+](=O)([O-])C1=NC=C(C=C1)C=1CCNCC1 2-Nitro-5-(1,2,3,6-tetrahydropyridin-4-yl)pyridine